ClC=1C=2N(C=C(C1)S(=O)(=O)Cl)C(=CN2)C(=O)OCC Ethyl 8-chloro-6-(chlorosulfonyl)imidazo[1,2-a]pyridine-3-carboxylate